P(=O)(OO)([O-])[O-].[La+3].[Zn+2].[Cu+2] copper-zinc-lanthanum hydroxy phosphate